[Zr].[Ti] titanium zirconium